[Na].C(O)CN ethanolamine sodium salt